NC1=NC=CC(=C1I)OC1=C(C=C(C=C1F)NC(=O)C=1C=NN(C1C(F)(F)F)C1=NC=CC=C1F)F N-(4-((2-amino-3-iodopyridin-4-yl)oxy)-3,5-difluorophenyl)-1-(3-fluoropyridine-2-yl)-5-(trifluoromethyl)-1H-pyrazole-4-carboxamide